2-[(4-iodophenyl)amino]but-3-en-1-ol IC1=CC=C(C=C1)NC(CO)C=C